Lithium bis(1,1,2,2,3,3,3-heptafluoro-1-propanesulfonyl)imide [Li+].C(C(F)(F)F)(C(F)(F)S(=O)(=O)[N-]S(=O)(=O)C(C(C(F)(F)F)(F)F)(F)F)(F)F